5-(5-Chloro-2-isopropyl-4-methoxy-benzyl)-N*2*-phenyl-pyrimidine-2,4-diamine ClC=1C(=CC(=C(CC=2C(=NC(=NC2)NC2=CC=CC=C2)N)C1)C(C)C)OC